C=C(C)C1=C(C=CC=C1CC(=O)[O-])CC(=O)OC(C)(C)C tert-butyl 2,2'-(2-(prop-1-en-2-yl)-1,3-phenylene)diacetate